1-methylbenzimidazole CN1C=NC2=C1C=CC=C2